7-bromo-4-((1R,5S)-8-(tert-butoxycarbonyl)-3,8-diazabicyclo[3.2.1]oct-3-yl)-8-Fluoro-2-(2,2,2-trifluoroethoxy)Quinazoline-6-carboxylic acid BrC1=C(C=C2C(=NC(=NC2=C1F)OCC(F)(F)F)N1C[C@H]2CC[C@@H](C1)N2C(=O)OC(C)(C)C)C(=O)O